C12NCC(C1)(C2)C=2N=C1N(C=C(C=C1F)C1=CC3=CN(N=C3C(=C1)F)C)C2 2-(2-azabicyclo[2.1.1]hexan-4-yl)-8-fluoro-6-(7-fluoro-2-methyl-indazol-5-yl)imidazo[1,2-a]pyridine